2-({[3-(2H-1,3-benzodioxol-5-yl)-1,2,4-oxadiazol-5-yl]methyl}sulfanyl)-4-methylpyridine O1COC2=C1C=CC(=C2)C2=NOC(=N2)CSC2=NC=CC(=C2)C